5-(2-(2-(1H-1,2,4-triazol-1-yl)ethylamino)-4-(phenylamino)phenyl)thiophene-2-carbonitrile N1(N=CN=C1)CCNC1=C(C=CC(=C1)NC1=CC=CC=C1)C1=CC=C(S1)C#N